FC=1C=CC(=NC1)C=1C=C2C(=NC=NC2=C(C1)OC)NCC1=CC(=NO1)C 6-(5-Fluoropyridin-2-yl)-8-methoxy-N-((3-methylisoxazol-5-yl)methyl)quinazolin-4-amine